(3S)-ethyl 3-(2-(5-(2-(dimethylamino)ethyl)-2-oxo-4-(trifluoromethyl)pyridin-1(2H)-yl)-4,4-dimethylpentanamido)-3-(4-fluoro-2',5,6'-trimethylbiphenyl-3-yl)propanoate CN(CCC=1C(=CC(N(C1)C(C(=O)N[C@@H](CC(=O)OCC)C=1C=C(C=C(C1F)C)C1=C(C=CC=C1C)C)CC(C)(C)C)=O)C(F)(F)F)C